CC1(C2=CC=CC=C2N(C=2C=C(C=CC12)OC1=CC=CC=C1)C1=C(C=CC=C1)[Si](C)(C)C)C 9,9-dimethyl-3-phenoxy-10-(2-(trimethylsilyl)phenyl)-9,10-dihydroacridine